N-((4-(1-isopropyl-4-(trifluoromethyl)-1H-imidazol-2-yl)cuban-1-yl)methyl)-5,6'-dimethoxy-[2,5'-bipyrimidin]-4-amine C(C)(C)N1C(=NC(=C1)C(F)(F)F)C12C3C4C5(C(C14)C2C53)CNC5=NC(=NC=C5OC)C=5C=NC=NC5OC